O=C1N(CCC12CCN(CC2)C(=O)OC(C)(C)C)CC2=NC(=NC=C2)C(F)(F)F tert-butyl 1-oxo-2-((2-(trifluoromethyl)pyrimidin-4-yl)methyl)-2,8-diazaspiro[4.5]decane-8-carboxylate